N-(5-((4-chlorobenzyl)oxy)-1,3,4-thiadiazol-2-yl)-5-(2-(difluoromethoxy)phenyl)pyridazine-4-carboxamide ClC1=CC=C(COC2=NN=C(S2)NC(=O)C2=CN=NC=C2C2=C(C=CC=C2)OC(F)F)C=C1